N-[2-[5-(aminomethyl)-1,2,4-oxadiazol-3-yl]-1-(2,2,2-trifluoroethyl)indol-4-yl]-2-methyl-4,5,6,7-tetrahydro-1,3-benzothiazol-6-amine NCC1=NC(=NO1)C=1N(C2=CC=CC(=C2C1)NC1CC2=C(N=C(S2)C)CC1)CC(F)(F)F